N1(CCC1)C1CCN(CC1)C1=C(C(=O)OC)C=C(C=C1)NC=1N=C(C2=C(N1)SC=C2C)NC2=CC(=CC=C2)F Methyl 2-(4-(azetidin-1-yl)piperidin-1-yl)-5-((4-((3-fluorophenyl)amino)-5-methylthieno[2,3-d]pyrimidin-2-yl)amino)benzoate